CN1N=CC(=C1)C1=CC=C2C(=CC=NC2=C1)OC1=CC=C(C=C1)NC(=O)C1(CC1)C(=O)O 1-((4-((7-(1-Methyl-1H-pyrazol-4-yl)quinolin-4-yl)oxy)phenyl)carbamoyl)-cyclopropane-1-carboxylic acid